(2R)-3-(benzyloxy)-2-((2-(2-bromo-6-chloropyridin-4-yl)-2-hydroxyethyl)amino)propan-1-ol C(C1=CC=CC=C1)OC[C@@H](CO)NCC(O)C1=CC(=NC(=C1)Cl)Br